FC(C(=O)O)(F)F.N[C@@H]1CN(CCC1)C1=NC2=C(N1CC1=NC=C(C#N)C=C1)C=CC(=C2)OC (S)-6-((2-(3-aminopiperidin-1-yl)-5-methoxy-1H-benzo[d]imidazol-1-yl)methyl)nicotinonitrile 2,2,2-trifluoroacetate